(4aS,7aS,12bS)-3-(cyclopropylmethyl)-4a-hydroxy-7-methylene-2,3,4,4a,5,6,7,7a-octahydro-1H-4,12-methanobenzofuro[3,2-e]isoquinolin-9-yl tetradecyl carbonate C(OC1=CC=C2C3=C1O[C@@H]1[C@]34CCN(C([C@@]4(CCC1=C)O)C2)CC2CC2)(OCCCCCCCCCCCCCC)=O